COC(CC1=NN2C(C(=CC(=C2)OC[C@H](C)C2=CC=CC=C2)C)=N1)OC 2-(2,2-dimethoxyethyl)-8-methyl-6-[(2R)-2-phenylpropoxy]-[1,2,4]triazolo[1,5-a]pyridine